Cl.Cl.N[C@H](C(=O)O[C@@H]1C[C@H]2N(CCC3=CC(=C(C=C23)OC)OC)C[C@H]1CC(C)C)C(C)C (S)-(2r,3r,11br)-3-isobutyl-9,10-dimethoxy-2,3,4,6,7,11b-hexahydro-1H-pyrido[2,1-a]isoquinolin-2-yl 2-amino-3-methylbutanoate dihydrochloride